O1CCC(CC1)C=1N=CC=2N(C1)N=CC2C2=CC=C(C(=O)O)C=C2 4-(6-(tetrahydro-2H-pyran-4-yl)pyrazolo[1,5-a]pyrazin-3-yl)benzoic acid